(7-((3,6-Dimethyl-5-(trifluoromethyl)pyridin-2-yl)oxy)-2-azaspiro[3.5]nonan-2-yl)((1s,3s)-3-hydroxy-3-methylcyclobutyl)methanon CC=1C(=NC(=C(C1)C(F)(F)F)C)OC1CCC2(CN(C2)C(=O)C2CC(C2)(C)O)CC1